(S)-7-chloro-6-(4-(3-methyltetrahydrofuran-3-yl)piperazin-1-yl)isoquinolin-3-amine dihydrochloride Cl.Cl.ClC1=C(C=C2C=C(N=CC2=C1)N)N1CCN(CC1)[C@@]1(COCC1)C